3-bromo-2-chloro-6-(difluoromethyl)pyridine BrC=1C(=NC(=CC1)C(F)F)Cl